methyl (4R,5R)-5-(dimethylamino)-2-((R)-1-((2S,3R)-3-hydroxy-2-(6-phenylpicolinamido) butanamido)-3-methylbutyl)-6-oxo-1,3,2-dioxaborinane-4-carboxylate CN([C@@H]1[C@@H](OB(OC1=O)[C@H](CC(C)C)NC([C@H]([C@@H](C)O)NC(C1=NC(=CC=C1)C1=CC=CC=C1)=O)=O)C(=O)OC)C